C(C)(C=C)(CCC=C(C)C)OC(CC(O)(C(=O)O)CC(=O)O)=O citric acid mono-linalyl ester